N(=O)C(CC)(CC)N=O dinitroso-pentane